tri(methylphenyl)phosphonium tetra(phenyl)borate C1(=CC=CC=C1)[B-](C1=CC=CC=C1)(C1=CC=CC=C1)C1=CC=CC=C1.CC1=C(C=CC=C1)[PH+](C1=C(C=CC=C1)C)C1=C(C=CC=C1)C